(3S)-3-((2-((7S)-7-(hydroxymethyl)-2-(2-propenoyl)-2,6-diazaspiro[3.4]octan-6-yl)-5,6,7,8-tetrahydro-4-quinazolinyl)amino)-N,5-dimethyl-hexanamide OC[C@H]1N(CC2(CN(C2)C(C=C)=O)C1)C1=NC=2CCCCC2C(=N1)N[C@H](CC(=O)NC)CC(C)C